COC1=C(C=CC(=C1)N1CCCCC1)NC1=NC2=C(C=CC=C2C=N1)C=1C=C(C=CC1)NC(C=C)=O N-(3-(2-((2-methoxy-4-(piperidin-1-yl)phenyl)amino)quinazolin-8-yl)phenyl)acrylamide